C(C)OC(=O)C1=CCN(N1)CCOCCOCC#C 2-(2-(2-(prop-2-yn-1-yloxy)ethoxy)ethyl)-1H-pyrazole-5-carboxylic acid ethyl ester